The molecule is a monocarboxylic acid anion resulting from deprotonation of the carboxy group of (S)-haloxyfop. It is a conjugate base of a (S)-haloxyfop. It is an enantiomer of a haloxyfop-P(1-). C[C@@H](C(=O)[O-])OC1=CC=C(C=C1)OC2=C(C=C(C=N2)C(F)(F)F)Cl